ClC1=C(C=CC=C1)C1=NC2=C(CN(CC2)C2CCC=3C=CC(=CC3C2)OCCO)N1 2-((7-(2-(2-chlorophenyl)-3,4,6,7-tetrahydro-5H-imidazo[4,5-c]pyridin-5-yl)-5,6,7,8-tetrahydronaphthalen-2-yl)oxy)ethan-1-ol